5-((5-(2-((1S,2S)-2-aminocyclobutoxy)-6-fluorophenyl)-1H-pyrazol-3-yl)amino)pyrazine-2-carbonitrile N[C@@H]1[C@H](CC1)OC1=C(C(=CC=C1)F)C1=CC(=NN1)NC=1N=CC(=NC1)C#N